C(C1=CC=2OCOC2C=C1)C(C(=O)O)O piperonyl-glycolic acid